N-Boc-4-(4-bromophenyl)-1,2,3,4-tetrahydropyridine C(=O)(OC(C)(C)C)N1CCC(C=C1)C1=CC=C(C=C1)Br